BrC=1N=C(SC1)CCC(=O)O 3-(4-bromothiazol-2-yl)propanoic acid